C1(=CC=C(C=C1)C1=NC(=NC(=N1)C1=CC=CC=C1)C1=CC(=CC=C1)B1OC(C(O1)(C)C)(C)C)C1=CC=CC=C1 ([1,1'-Biphenyl]-4-yl)-4-phenyl-6-(3-(4,4,5,5-tetramethyl-1,3,2-dioxaborolan-2-yl)phenyl)-1,3,5-triazine